FC1=C(OCCOC2=CC=C(C#N)C=C2)C=C(C=C1)C1=CC=NN1C 4-(2-(2-fluoro-5-(1-methyl-1H-pyrazol-5-yl)phenoxy)ethoxy)benzonitrile